ClC1=NC=C(C(=N1)N)F 2-chloro-5-fluoro-4-pyrimidineamine